C12CCC(CC1)N2C(C(=O)N)=O 2-(7-azabicyclo[2.2.1]Hept-7-yl)-2-oxoacetamide